tert-butyl (4-(4-cyclopropoxystyryl)thiazol-2-yl)carbamate C1(CC1)OC1=CC=C(C=CC=2N=C(SC2)NC(OC(C)(C)C)=O)C=C1